2-(5-(4-chlorophenyl)-1-(2,4-dichlorophenyl)-4-methyl-1H-pyrazol-3-yl)-N-cyclopentyl-2-oxoacetamide ClC1=CC=C(C=C1)C1=C(C(=NN1C1=C(C=C(C=C1)Cl)Cl)C(C(=O)NC1CCCC1)=O)C